tert-Butyl (S)-5-amino-4-(4-fluoro-5-(4-(hydroxyethyl)pyridin-2-yl)-1-oxoisoindolin-2-yl)-5-oxopentanoate NC([C@H](CCC(=O)OC(C)(C)C)N1C(C2=CC=C(C(=C2C1)F)C1=NC=CC(=C1)CCO)=O)=O